COC1=NC2=CC(=CC(=C2N=C1)C=1SC2=C(N1)C=CC1=C2OC[C@@H](O1)CO)C (S)-(2-(2-methoxy-7-methylquinoxalin-5-yl)-7,8-dihydro-[1,4]dioxino[2',3':3,4]benzo[1,2-d]thiazol-7-yl)methanol